2-{[(2S)-4-{6-[(2,4-Difluorobenzyl)oxy]-5-fluoropyridin-2-yl}-2-methylpiperazin-1-yl]methyl}-1-[(2S)-oxetan-2-ylmethyl]-1H-benzimidazol FC1=C(COC2=C(C=CC(=N2)N2C[C@@H](N(CC2)CC2=NC3=C(N2C[C@H]2OCC2)C=CC=C3)C)F)C=CC(=C1)F